FC1=C(N)C=C(C(=C1)C(F)(F)F)F 2,5-difluoro-4-(trifluoromethyl)aniline